4-amino-6-ethoxy-N-[4-(methoxymethyl)phenyl]-7-(1-methylcyclopropyl)-7H-pyrrolo[2,3-d]pyrimidine-5-carboxamide NC=1C2=C(N=CN1)N(C(=C2C(=O)NC2=CC=C(C=C2)COC)OCC)C2(CC2)C